N-(1-(tert-butyl)-6-cyano-4-fluoro-1H-benzo[d]imidazol-2-yl)-3-cyclopropyl-3-methylbutanamide C(C)(C)(C)N1C(=NC2=C1C=C(C=C2F)C#N)NC(CC(C)(C)C2CC2)=O